BrC1=CN=C(C=C1C(=O)OC)C(=O)N1CCC(CC1)(C1=CC=CC=C1)C#N methyl 5-bromo-2-(4-cyano-4-phenylpiperidine-1-carbonyl)isonicotinate